5-(4-methylpiperazin-1-yl)-2-[(trifluoromethyl)oxy]aniline CN1CCN(CC1)C=1C=CC(=C(N)C1)OC(F)(F)F